O(C1=CC=CC=C1)CC(=O)C1C(C2=CC=3C(C(C(C3C=C2C1=O)=O)C(COC1=CC=CC=C1)=O)=O)=O 2,6-bis(2-phenoxyacetyl)-1,2,3,5,6,7-hexahydro-s-indacene-1,3,5,7-tetrone